1-bromo-4,4-difluoro-3-(3-iodophenyl)-3-methylbutan-2-one BrCC(C(C(F)F)(C)C1=CC(=CC=C1)I)=O